tert-butyl (S)-(1-(6-chloro-6'-(dimethylamino)-[3,3'-bipyridin]-4-yl)piperidin-3-yl)carbamate ClC1=CC(=C(C=N1)C=1C=NC(=CC1)N(C)C)N1C[C@H](CCC1)NC(OC(C)(C)C)=O